3-(4-((4-(azetidin-3-yl)piperazin-1-yl)methyl)-1-oxoisoindolin-2-yl)piperidine-2,6-dione N1CC(C1)N1CCN(CC1)CC1=C2CN(C(C2=CC=C1)=O)C1C(NC(CC1)=O)=O